5-chloro-2-(2,4-difluorophenoxy)-N-(6-oxo-1,6-dihydropyridazin-4-yl)-4-(trifluoromethyl)benzamide ClC=1C(=CC(=C(C(=O)NC=2C=NNC(C2)=O)C1)OC1=C(C=C(C=C1)F)F)C(F)(F)F